CON(C(=O)C=1C=NNC1)C N-methoxy-N-methyl-1H-pyrazole-4-carboxamide